C(C)(=O)C1=C(C2=C(N=C(N=C2)NC2=NC=CC=C2)N(C1=O)C1CCC(CC1)C(=O)O)C 4-[6-acetyl-5-methyl-7-oxo-2-(pyridin-2-ylamino)-7H-pyrido[2,3-d]Pyrimidin-8-yl]Cyclohexanecarboxylic acid